Cl.ClC1=CC=C2C(=N1)C1=C(C(=NC=C1)C1=CC=CC3=CC=CC=C13)N2 2-chloro-6-(naphthalen-1-yl)-5H-pyrrolo[3,2-b:5,4-c']dipyridine hydrochloride